5-amino-2-[2-amino-4-(trifluoromethyl)phenyl]-6-(5-methyl-1H-indazol-4-yl)pyrimidine-4-carboxamide NC=1C(=NC(=NC1C1=C2C=NNC2=CC=C1C)C1=C(C=C(C=C1)C(F)(F)F)N)C(=O)N